C(C)(C)(C)[Si](OCC(C(=O)O)N1C(C2=CC(=CC=C2C1)C1=NC(=NC=C1Cl)NC1CCOCC1)=O)(C)C 3-((tertbutyldimethylsilyl)oxy)-2-(6-(5-chloro-2-((oxan-4-yl)amino)pyrimidin-4-yl)-1-oxoisoindolin-2-yl)propanoic acid